N-cyclohexyl-4-iodo-N-(3-methoxyphenethyl)benzamide C1(CCCCC1)N(C(C1=CC=C(C=C1)I)=O)CCC1=CC(=CC=C1)OC